COC(CCC)=O.[Zn] zinc methylbutanoate